FCOC1=C(C=CC(=C1)S(=O)(=O)C)NCC#CC=1N(C=2C=CC=C(C2C1)NC1CCN(CC1)C)CC(F)(F)F 2-(3-{[2-(fluoromethoxy)-4-methanesulfonylphenyl]amino}prop-1-yn-1-yl)-N-(1-methylpiperidin-4-yl)-1-(2,2,2-trifluoroethyl)-1H-indol-4-amine